6-methyl-indan-4-ol CC=1C=C(C=2CCCC2C1)O